OCC([C@H](C[C@@H]1C(NCC1)=O)NC(=O)[C@H]1N(C[C@H]2[C@@H]1CCC2)C(=O)[C@]2(NC(CC2)=O)C2=CC=CC=C2)=O (1S,3aR,6aS)-N-((S)-4-hydroxy-3-oxo-1-((R)-2-oxopyrrolidin-3-yl)butan-2-yl)-2-((R)-5-oxo-2-phenylpyrrolidine-2-carbonyl)octahydrocyclopenta[c]pyrrole-1-carboxamide